6-(4-fluorophenyl)-5-((1-(isoquinolin-6-ylsulfonyl)azetidin-3-yl)oxy)isoindolin-1-one FC1=CC=C(C=C1)C1=C(C=C2CNC(C2=C1)=O)OC1CN(C1)S(=O)(=O)C=1C=C2C=CN=CC2=CC1